FC1=C(C#N)C(=CC(=C1)C#N)F 2,6-difluoroterephthalonitrile